4-((3S,5R)-3-acrylamido-5-hydroxypiperidin-1-yl)-5-fluoro-2,3-dimethyl-1H-indole C(C=C)(=O)N[C@@H]1CN(C[C@@H](C1)O)C1=C2C(=C(NC2=CC=C1F)C)C